{[(3-{2-[(diphenylmethylene)amino]pyridin-3-yl}propyl)oxy]methyl}phosphonic acid diethyl ester C(C)OP(OCC)(=O)COCCCC=1C(=NC=CC1)N=C(C1=CC=CC=C1)C1=CC=CC=C1